6-(9H-carbazol-9-yl-d8)dibenzo[b,d]furan-4-amine C1(=C(C(=C(C=2C3=C(C(=C(C(=C3N(C12)C1=CC=CC=2C3=C(OC21)C(=CC=C3)N)[2H])[2H])[2H])[2H])[2H])[2H])[2H])[2H]